C(C1=CC=CC=C1)C(C(=O)NC=1C=NC2=C(C=CC=C2C1)F)(CC(CC)=C)C 2-benzyl-N-(8-fluoro-3-quinolyl)-2-methyl-4-methylene-hexan-amide